tert-butyl 4-(4-bromo-3-fluorophenyl)-4-hydroxypiperidine-1-carboxylate BrC1=C(C=C(C=C1)C1(CCN(CC1)C(=O)OC(C)(C)C)O)F